C1=CC=C(C=2SC3=C(C21)C=CC=C3)C3=C(C=CC(=C3)C3=CC=CC=C3)B(O)O (dibenzothiophen-4-yl)-4,1'-biphenylboronic acid